C(C1=CC=CC=C1)OC(=O)N1CCC(CC1)N1N=CC(=C1)NC1=NC=C(C(=N1)C1=CC=C(C=C1)C(N[C@@H](C(C)C)C#N)=O)C (S)-4-(4-((4-(4-((1-cyano-2-methylpropyl)carbamoyl)phenyl)-5-methylpyrimidin-2-yl)amino)-1H-pyrazol-1-yl)piperidine-1-carboxylic acid benzyl ester